11-acryloxyundecyl phosphate P(=O)(OCCCCCCCCCCCOC(C=C)=O)([O-])[O-]